5-(tert-butyl) 6-methyl (3S)-6-(3-chloropropyl)-1,1-difluoro-5-azaspiro[2.4]heptane-5,6-dicarboxylate ClCCCC1(N(C[C@@]2(CC2(F)F)C1)C(=O)OC(C)(C)C)C(=O)OC